COC1=NC=CC(=C1)[C@H]1CNCCO1 (S)-2-(2-methoxypyridin-4-yl)morpholine